(S)-2-(2,6-difluoro-4-((R)-3-(trifluoromethyl)morpholino)benzoylamino)-3-(4-(1,6-dimethyl-2-oxo-4-(trifluoromethyl)-1,2-dihydropyridin-3-yl)-3-fluorophenyl)propanoic acid FC1=C(C(=O)N[C@H](C(=O)O)CC2=CC(=C(C=C2)C=2C(N(C(=CC2C(F)(F)F)C)C)=O)F)C(=CC(=C1)N1[C@H](COCC1)C(F)(F)F)F